6-(4-Aminophenyl)-N-methyl-N-((tetrahydro-2H-pyran-4-yl)methyl)-7H-pyrrolo[2,3-d]pyrimidin-4-amine NC1=CC=C(C=C1)C1=CC2=C(N=CN=C2N(CC2CCOCC2)C)N1